O1C[C@H](CC1)NC1=NC=NC(=C1)N (S)-N4-(tetrahydrofuran-3-yl)pyrimidine-4,6-diamine